1-(6-chloro-7-(2-fluorophenyl)quinazolin-4-yl)-N-(2,3,5,6-tetrafluoro-4-(methylthio)phenyl)azetidin-3-amine ClC=1C=C2C(=NC=NC2=CC1C1=C(C=CC=C1)F)N1CC(C1)NC1=C(C(=C(C(=C1F)F)SC)F)F